COC1=C(CN2CC=3N=C(OC3C2=O)C=2C=NC(=CC2)N2C[C@H](CC2)F)C=CC(=C1)OC (S)-5-(2,4-dimethoxybenzyl)-2-(6-(3-fluoropyrrolidin-1-yl)pyridin-3-yl)-4,5-dihydro-6H-pyrrolo[3,4-d]oxazol-6-one